lauroyl-glycine isopropyl ester C(C)(C)OC(CNC(CCCCCCCCCCC)=O)=O